C(C)N(C(C1=C(C=CC(=C1)F)OC1=C(N=CN=N1)N1CC2(CN(C2)[C@@H](C(C)C)CCCN(C)[C@H](CO)COC)CC1)=O)C(C)C N-ethyl-5-fluoro-2-((5-(2-((R)-6-(((R)-1-hydroxy-3-methoxyprop-2-yl)(methyl)amino)-2-methylhex-3-yl)-2,6-diazaspiro[3.4]oct-6-yl)-1,2,4-triazin-6-yl)oxy)-N-isopropylbenzamide